NCC=1C=C(C(N(C1)C(C)C)=O)C1=CC=C(C=C1)C(F)(F)F 5-(aminomethyl)-1-isopropyl-3-[4-(trifluoromethyl)phenyl]Pyridin-2-one